5-(3,4-difluoro-2-methyl-phenoxy)-3-methyl-2-(trifluoromethyl)pyridine-4-carboxylic acid methyl ester COC(=O)C1=C(C(=NC=C1OC1=C(C(=C(C=C1)F)F)C)C(F)(F)F)C